NC=1C(=NC=C(C1)C)NC[C@H]1CN(CCO1)C(=O)OC(C)(C)C tert-butyl (S)-2-(((3-amino-5-methylpyridin-2-yl)amino)methyl)morpholine-4-carboxylate